((3aR,4R,6R,6aR)-6-(4-aminopyrrolo[2,1-f][1,2,4]triazin-7-yl)-6-cyano-2,2-dimethyltetrahydrofuro[3,4-d][1,3]dioxol-4-yl)methyl 2-propylpentanoate C(CC)C(C(=O)OC[C@H]1O[C@@]([C@@H]2OC(O[C@@H]21)(C)C)(C#N)C2=CC=C1C(=NC=NN12)N)CCC